O1C(=NC2=C1C=CC=C2)C=2N=C(N(C(C2O)=O)C)N2C(C1=CC(=CC=C1CC2)C(=O)N(C)CCN(C)C)C2=C(C=CC=C2)F 2-(4-(benzo[d]oxazol-2-yl)-5-hydroxy-1-methyl-6-oxo-1,6-dihydropyrimidin-2-yl)-N-(2-(dimethylamino)ethyl)-1-(2-fluorophenyl)-N-methyl-1,2,3,4-tetrahydroisoquinoline-7-carboxamide